CC(C=O)(C)NC(OC(C)(C)C)=O tert-Butyl N-(2-methyl-1-oxopropan-2-yl)carbamate